NC\C=C(\CN1C=NC2=C1C=C(C=C2C=2C=C(C=CC2)S(=O)(=O)NC2CC2)F)/F (Z)-3-(1-(4-amino-2-fluorobut-2-en-1-yl)-6-fluoro-1H-benzo[d]imidazol-4-yl)-N-cyclopropylbenzenesulfonamide